N(=[N+]=[N-])CCOC1=C(C=C(C=O)C=C1OC)OC 4-(2-azidoethoxy)-3,5-dimethoxybenzaldehyde